C(C)N1CCN(CC1)C1=C(C=C(C(=C1)OC)NC1=NC=NC(=C1)N1OCC[C@@H]1C1=CC=C(C=C1)OCC1=CC(=CC=C1)F)NC(C=C)=O (R)-N-(2-(4-ethyl-piperazin-1-yl)-5-((6-(3-(4-((3-fluorobenzyl)oxy)-phenyl)isoxazolidin-2-yl)pyrimidin-4-yl)amino)-4-methoxyphenyl)acrylamide